ClC1=C2C=CN(C2=C(C=C1)C(=O)NC1CC2(CCC2)C1)CC1=CC=C(C=C1)C1=CC(=NC=C1)OC (Sa)-6-(4-Chloro-1-(4-(2-methoxypyridin-4-yl)benzyl)-1H-indol-7-carboxamido)spiro-[3.3]heptan